1-(pyrimidin-2-ylmethyl)-1H-imidazole-4-carboxylic acid N1=C(N=CC=C1)CN1C=NC(=C1)C(=O)O